Pinacol diboron [B].[B].OC(C)(C)C(C)(C)O